C(C1=CC=CC=C1)NC(N(C1=NC=C(C=C1)C=1C=NN(C1)C)[C@@H]1CC[C@H](CC1)NC1=NC=C(C(=N1)N1C[C@H](O[C@H](C1)C)C)C#N)=O 3-benzyl-1-(trans-4-((5-cyano-4-((2R,6S)-2,6-dimethylmorpholin-4-yl)pyrimidin-2-yl)amino)cyclohexyl)-1-(5-(1-methyl-1H-pyrazol-4-yl)pyridin-2-yl)urea